2-Chloro-4-((5-(3,5-dimethylisoxazol-4-yl)-2-methylphenyl)(((1r,4r)-4-(((2-(2,6-dioxopiperidin-3-yl)-6-fluoro-1,3-dioxoisoindol-5-yl)amino)methyl)cyclohexyl)methyl)amino)benzonitrile ClC1=C(C#N)C=CC(=C1)N(CC1CCC(CC1)CNC=1C=C2C(N(C(C2=CC1F)=O)C1C(NC(CC1)=O)=O)=O)C1=C(C=CC(=C1)C=1C(=NOC1C)C)C